OCCN1C(C=CC1=O)=O.[Na] Sodium N-(2-hydroxyethyl)maleimide